(3R)-3-amino-8-fluoro-7-[5-(1-methyl-1-methylsulfonyl-ethyl)-1,2,4-oxadiazol-3-yl]-1,1-dioxo-5-[(4-tetrahydropyran-4-ylphenyl)methyl]-2,3-dihydro-1λ6,5-benzothiazepine-4-One N[C@H]1CS(C2=C(N(C1=O)CC1=CC=C(C=C1)C1CCOCC1)C=C(C(=C2)F)C2=NOC(=N2)C(C)(S(=O)(=O)C)C)(=O)=O